Ethyl (3S)-3-(7-{[(6S)-6-ethyl-2-hydroxy-5,6,7,9-tetrahydro-8H-pyrido[2,3-c]azepin-8-yl]methyl}-1-benzothiophen-5-yl)-3-(1,4,7-trimethyl-1H-benzotriazol-5-yl)propanoate C(C)[C@H]1CC2=C(CN(C1)CC1=CC(=CC=3C=CSC31)[C@H](CC(=O)OCC)C3=C(C1=C(N(N=N1)C)C(=C3)C)C)N=C(C=C2)O